N-benzyl-methylenebenzylamine C(C1=CC=CC=C1)NC(C1=CC=CC=C1)=C